tert-butyl 4-{2-amino-4-[3-(6-cyclopropyl-8-fluoro-1-oxoisoquinolin-2(1H)-yl)-2-(hydroxymethyl)phenyl]-7H-pyrrolo[2,3-d]pyrimidin-6-yl}-5,6-dihydropyridine-1(2H)-carboxylate NC=1N=C(C2=C(N1)NC(=C2)C2=CCN(CC2)C(=O)OC(C)(C)C)C2=C(C(=CC=C2)N2C(C1=C(C=C(C=C1C=C2)C2CC2)F)=O)CO